OCCC[Si](O[Si](CCCO)(C)C)(C)C 1,3-bis(3-hydroxypropyl)tetramethyldisiloxane